C(C)(C)C1=C(NC2=CC=C(C=C12)OCC1CCN(CC1)C)C=1C=C(C(N(C1)C)=O)C 5-(3-Isopropyl-5-((1-methylpiperidin-4-yl)methoxy)-1H-indol-2-yl)-1,3-dimethylpyridin-2(1H)-on